[I-].C[N+](C)(C)C12CC3CC(CC(C1)C3)C2 N,N,N-trimethyladamantylammonium iodide